N1=C(C=CC=C1C1=C(C=CC=C1)C=1C(=C(C=C(C1)C)C12CC3(CC(CC(C1)(C3)C)(C2)C)C)O)C2=C(C=CC=C2)C=2C(=C(C=C(C2)C)C23CC1(CC(CC(C2)(C1)C)(C3)C)C)O 2',2'''-(pyridine-2,6-diyl)bis(5-methyl-3-((3r,5r,7r)-3,5,7-trimethyladamantan-1-yl)-[1,1'-biphenyl]-2-ol)